[Si](C)(C)(C(C)(C)C)[C@@]1(C[C@H](O)[C@@H](CO)O1)N1C(=O)NC(=O)C(=C1)C(C#C)NC(C(F)(F)F)=O (tert-butyldimethylsilyl)-5-(N-trifluoroacetyl-aminopropargyl)-2'-deoxyuridine